IC1=CC(=NC=C1OC[C@H]1N(CC1)C([2H])([2H])[2H])C (S)-4-iodo-2-methyl-5-((1-methyl-d3-azetidin-2-yl)methoxy)pyridine